FN1C2(CC(C3=CC=CC=C13)=O)CCN(CC2)C(=O)NCC2=C(C=C(C=C2)F)OC fluoro-N-(4-fluoro-2-methoxybenzyl)-4'-oxo-3',4'-dihydro-1'H-spiro[piperidine-4,2'-quinoline]-1-carboxamide